Cl.C(C=C)(N)([2H])[2H] prop-2-ene-1,1-d2-1-amine hydrochloride